ClC1=C2C(N(C(NC2=CC(=C1)CN1CCN(CC1)C=1C=CC(=NC1C)C(=O)NC)=O)C)=O 5-(4-((5-chloro-3-methyl-2,4-dioxo-1,2,3,4-tetrahydroquinazolin-7-yl)methyl)piperazin-1-yl)-N,6-dimethylpyridineamide